(4R)-5-amino-4-((2S)-2-((2R)-2-(((3R,4R,5S,6R)-2,5-dihydroxy-6-(hydroxymethyl)-3-((isobutoxycarbonyl)amino)tetrahydro-2H-pyran-4-yl)oxy)propanamido)propanamido)-5-oxopentanoic acid NC([C@@H](CCC(=O)O)NC([C@H](C)NC([C@@H](C)O[C@@H]1[C@H](C(O[C@@H]([C@H]1O)CO)O)NC(=O)OCC(C)C)=O)=O)=O